NC=1C(=NC(=C(N1)OCC1=CC=C(C=C1)OC)C1=CC=CC=2N(C=NC21)C)C(=O)OC methyl 3-amino-5-[(4-methoxyphenyl) methoxy]-6-(1-methylbenzimidazol-4-yl)pyrazine-2-carboxylate